FC1=C(CN2CCC(CC2)C2=CC=C3C(N(NC3=C2)C2C(NC(CC2)=O)=O)=O)C=CC(=C1)F 3-(6-(1-(2,4-difluorobenzyl)piperidin-4-yl)-3-oxo-1,3-dihydro-2H-indazol-2-yl)piperidine-2,6-dione